C(CC1=NNC(=N1)O)C1=NNC(=N1)O 3,3'-ethylenebis(5-hydroxy-1,2,4-triazole)